C(C)C=1C=C(C(=O)O)C=C(C1)CC 3,5-diethylbenzoic acid